C(C)(C)(C)[Si](OC)(OC)CCCCCCC tertiary butyl-heptyl-dimethoxysilane